O=S1(CCN(CC1)CCC=1C=C2C(=C(NC2=CC1)C=1C=C(C(N(C1)C)=O)C)C(C)C)=O 5-(5-(2-(1,1-Dioxidothiomorpholino)ethyl)-3-isopropyl-1H-indol-2-yl)-1,3-dimethylpyridin-2(1H)-on